6-chloro-1-{2-[(3R)-4-tert-butoxycarbonyl-3-methylpiperazin-1-yl]acetyl}-1,2-dihydrospiro[indole-3,4'-piperidine]-1'-carboxylic acid, benzyl ester ClC1=CC=C2C(=C1)N(CC21CCN(CC1)C(=O)OCC1=CC=CC=C1)C(CN1C[C@H](N(CC1)C(=O)OC(C)(C)C)C)=O